1-[(trimethylsilyl)carbonyl]-naphthalene C[Si](C(=O)C1=CC=CC2=CC=CC=C12)(C)C